[6-[3-(1-hydroxycyclopropyl)-1H-1,2,4-triazol-5-yl]-2-azaspiro[3.3]heptan-2-yl]-[3-[3-[[1-(trifluoromethyl)cyclopropyl]methylamino]-1-bicyclo[1.1.1]pentanyl]azetidin-1-yl]methanone OC1(CC1)C1=NNC(=N1)C1CC2(CN(C2)C(=O)N2CC(C2)C23CC(C2)(C3)NCC3(CC3)C(F)(F)F)C1